CN(P(N(C)C)N(C)C)C N,N,N',N',N'',N''-hexamethylphosphanetriamine